OC[C@H](CCC=C)S(=O)(=O)N (S)-1-HYDROXYHEX-5-ENE-2-SULFONAMIDE